(3-((1-(2-Fluorophenyl)-5-(methylsulfonyl)piperidin-3-yl)sulfonyl)phenyl)methanamine FC1=C(C=CC=C1)N1CC(CC(C1)S(=O)(=O)C)S(=O)(=O)C=1C=C(C=CC1)CN